COC1=NC=CC=C1C1=NN2C(N=CC=C2C2CN(CCC2)C(=O)OC(C)(C)C)=C1 tert-Butyl 3-(2-(2-methoxypyridin-3-yl)pyrazolo[1,5-a]pyrimidin-7-yl)piperidine-1-carboxylate